C1NCC12COCCC2 6-oxa-2-azaspiro[3.5]nonane